N-[1-(1-{2-[4-(2,3-Dimethylphenyl)piperazin-1-yl]-2-oxoethyl}-1,4,5,6-tetrahydrocyclopenta[c]pyrazol-3-carbonyl)piperidin-4-yl]acetamid CC1=C(C=CC=C1C)N1CCN(CC1)C(CN1N=C(C2=C1CCC2)C(=O)N2CCC(CC2)NC(C)=O)=O